C1(CCCCCCC1)NCCCC Cyclooctylamino-butan